6,7-dimethoxy-9-(7-methoxyquinolin-4-yl)naphtho[2,3-c]furan-1(3H)-one COC1=CC2=CC3=C(C(OC3)=O)C(=C2C=C1OC)C1=CC=NC2=CC(=CC=C12)OC